2-Dec-2-enylbenzene-1,3-diol C(C=CCCCCCCC)C1=C(C=CC=C1O)O